CC1CC=2C(=CC=3C(C4=CC=CC=C4C3C2)(CCCCCCCCCCCCCC)CCCCCCCCCCCCCC)C1=O 2-methyl-9,9-ditetradecyl-3,9-dihydro-cyclopenta[b]fluoren-1(2H)-one